(S)-4-((3-chloro-2,4-difluorophenyl)(methyl)-carbamoyl)-2-oxoimidazolidine-1,3-dicarboxylic acid 3-benzyl ester 1-tert-butyl ester C(C)(C)(C)OC(=O)N1C(N([C@@H](C1)C(N(C)C1=C(C(=C(C=C1)F)Cl)F)=O)C(=O)OCC1=CC=CC=C1)=O